IC1=CC=2N(C=C1)C(NN2)=O 7-iodo-[1,2,4]triazolo[4,3-a]pyridin-3(2H)-one